FC=1C(=NC(=NC1)N1CCN(CC1)C(=O)N1N=CC[C@H]1C=1SC(=CN1)C)C1=NC(=NN1C)C#N (S)-5-(5-fluoro-2-(4-(5-(5-methylthiazol-2-yl)-4,5-dihydro-1H-pyrazol-1-carbonyl)piperazin-1-yl)pyrimidin-4-yl)-1-methyl-1H-1,2,4-triazole-3-carbonitrile